C(CCCCCCC\C=C/CCCCCCCC)(=O)[O-].[Cd+2].C(CCCCCCC\C=C/CCCCCCCC)(=O)[O-] Cadmium oleat